C(CS)(=O)OCC(COC(CS)=O)(COC(CS)=O)COC(CS)=O pentaerythritol tetrathioglycolate